P(=O)(OCOC1=C(C(=CC(=C1)CCCCC)OCOP(=O)(OC1=CC=CC=C1)OC)C1CCCC(=C1)C)(OC)OC1=CC=CC=C1 ((6-(((methoxy(phenoxy)phosphoryl)oxy) methoxy)-5'-methyl-4-pentyl-1',2',3',4'-tetrahydro-[1,1'-biphenyl]-2-yl)oxy)methyl methyl phenyl phosphate